C(C)(C)(C)C1=C([O-])C(=CC=C1)C(C)(C)C 2,6-di-tert-butylphenoxide